C[C@H]1CN(C[C@H](O1)C)C1=CC=NC2=NC=CN=C21 (2S,6R)-2,6-dimethyl-4-(pyrido[2,3-b]pyrazin-8-yl)morpholine